COC1=CC=C(CC(C(=O)NCC=2SC=CC2)(CCCC(=O)NCC=2SC=CC2)CC2=CC=C(C=C2)OC)C=C1 bis(4-methoxybenzyl)-N,N'-bis(2-thienylmethyl)hexanediamide